BrC=1C=C(C(N(C1)C)=O)NC1=CC=C(C=N1)N1[C@H](CN(CC1)C(=O)OC(C)(C)C)C (3S)-tert-butyl 4-(6-(5-bromo-1-methyl-2-oxo-1,2-dihydropyridin-3-ylamino)pyridine-3-yl)-3-methyl-piperazine-1-carboxylate